NC1=C(C=C(CNC(=O)N2CCC3(NC4=CC=C(C=C4C(C3)=O)F)CC2)C=C1)C(F)(F)F N-(4-amino-3-(trifluoromethyl)benzyl)-6'-fluoro-4'-oxo-3',4'-dihydro-1'H-spiro[piperidine-4,2'-quinoline]-1-carboxamide